(Z)-12-hydroxy-10-dodecene OC\C=C/CCCCCCCCC